BrC=1C=C2C=NN(C2=CC1OC)C 5-bromo-6-methoxy-1-methyl-1H-indazole